tert-butyl 5,5-difluoro-1-oxa-7-azaspiro[3.5]nonane-7-carboxylate Tert-butyl-3,3-difluoro-4-oxopiperidine-1-carboxylate C(C)(C)(C)OC(=O)N1CC(C(CC1)=O)(F)F.FC1(C2(CCO2)CCN(C1)C(=O)OC(C)(C)C)F